FC(C(=O)O)(F)F.NC=1C(=NC(=CN1)C1=C(C=CC(=C1)C(C(F)F)(CO)O)C([2H])([2H])[2H])C(=O)NC12CCC(CC1)(C2)O 3-Amino-6-(5-(1,1-difluoro-2,3-dihydroxypropan-2-yl)-2-(methyl-d3)phenyl)-N-(4-hydroxybicyclo[2.2.1]heptan-1-yl)pyrazine-2-carboxamide trifluoroacetate salt